(glycidoxypropenyl-propyl)Methyltrimethoxysilane C(C1CO1)OCC=CC(CC)CO[Si](OC)(OC)C